2-(4,4-difluoropiperidin-1-yl)-N-(6-((2-hydroxyethyl)sulfonylamino)-4-(6-azaspiro[2.5]oct-6-yl)pyridin-3-yl)thiazole-4-carboxamide zinc [Zn].FC1(CCN(CC1)C=1SC=C(N1)C(=O)NC=1C=NC(=CC1N1CCC2(CC2)CC1)NS(=O)(=O)CCO)F